2-Propylphenol-13C C(CC)C1=[13C](C=CC=C1)O